FC1=CC2=C(C(=NO2)C2CCN(CC2)CC=2C=C3CN(C(C3=CC2)=O)C2C(NC(CC2)=O)=O)C=C1 3-(5-((4-(6-fluorobenzo[d]isoxazol-3-yl)piperidin-1-yl)methyl)-1-oxoisoindolin-2-yl)piperidine-2,6-dione